(2-(1-(tert-butoxycarbonyl)piperidin-4-yl)-1-methyl-1H-imidazol-5-yl)boronic acid C(C)(C)(C)OC(=O)N1CCC(CC1)C=1N(C(=CN1)B(O)O)C